FC1=CC=C(OCC2NC3CC(C2C)C3)C=C1 3-[(4-fluorophenoxy)methyl]-4-methyl-2-azabicyclo[3.1.1]heptane